BrC=1C=CC(=C(C1)CN(C)C)OCCCC(F)F 1-(5-bromo-2-(4,4-difluorobutoxy)phenyl)-N,N-dimethylmethanamine